3-bromo-6-(2-(dimethylamino)-2-oxoethyl)-2-methyl-N-(quinolin-8-yl)benzamide BrC=1C(=C(C(=O)NC=2C=CC=C3C=CC=NC23)C(=CC1)CC(=O)N(C)C)C